The molecule is a quinone imine that is indophenol substituted by chloro groups at positions 2 and 6. It has a role as a reagent and a dye. It is an organochlorine compound, a member of phenols and a quinone imine. It derives from an indophenol. C1=CC(=O)C=CC1=NC2=CC(=C(C(=C2)Cl)O)Cl